3-Mercapto-2-Methylbutan-1-Ol SC(C(CO)C)C